4-cyclohexanedipropanol C1(CCC(CC1)CCCO)CCCO